tert-Butyl 3-(3-{1-[4-amino-3-(1,2-dihydroxyethyl)-1H-pyrazolo[3,4-d]pyrimidin-1-yl]ethyl}-5-chloro-2-methoxy-6-methylphenyl)azetidine-1-carboxylate NC1=C2C(=NC=N1)N(N=C2C(CO)O)C(C)C=2C(=C(C(=C(C2)Cl)C)C2CN(C2)C(=O)OC(C)(C)C)OC